N-(4-aminophenyl)-N-methyl-2-(4-methylpiperazin-1-yl)acetamide NC1=CC=C(C=C1)N(C(CN1CCN(CC1)C)=O)C